[Li].[N] nitrogen, lithium salt